FC(C1=NN=C(S1)N1N=CC2=C(C=C(C=C12)S(=O)(=O)NC1(COC1)C)N1CCN(CC1)C)F 1-(5-(difluoromethyl)-1,3,4-thiadiazol-2-yl)-N-(3-methyloxetan-3-yl)-4-(4-methylpiperazin-1-yl)-1H-indazole-6-sulphonamide